1-(2-aminophenyl)ethanone NC1=C(C=CC=C1)C(C)=O